CN(CCC1=C(NC(=C1C(=O)N)C1=CC=CC=C1)C1=CC(=CC=C1)F)C (2-(dimethylamino)ethyl)-2-(3-fluorophenyl)-5-phenylAzole-4-carboxamide